N-(1-methylcyclopropyl)-2,4-dioxo-3-((4,5,6,7-tetrahydrobenzo[d]thiazole-2-yl)methyl)-1,2,3,4-Tetrahydrothieno[2,3-d]pyrimidine-6-sulfonamide CC1(CC1)NS(=O)(=O)C1=CC2=C(NC(N(C2=O)CC=2SC3=C(N2)CCCC3)=O)S1